2-amino-4-(trifluoromethyl)benzoic acid methyl ester COC(C1=C(C=C(C=C1)C(F)(F)F)N)=O